CC=1C(=NC=CC1)C=1C(=CSC1)NC(OC(C)(C)C)=O t-Butyl (4-(3-methylpyridin-2-yl)thiophen-3-yl)carbamate